BrC=1C=CC2=C(N=C(O2)C2=C3C=C(N=CC3=C(N=C2)NC)NC(=O)C2CC2)C1 N-(5-(5-bromobenzo[d]oxazol-2-yl)-8-(methylamino)-2,7-naphthyridin-3-yl)cyclopropanecarboxamide